(3S)-1,3,5-trimethyl-4-[2-methyl-4-(4-methylimidazol-1-yl)phenyl]sulfonyl-3H-quinoxalin-2-one CN1C([C@@H](N(C2=C(C=CC=C12)C)S(=O)(=O)C1=C(C=C(C=C1)N1C=NC(=C1)C)C)C)=O